FC=1C=2N(C=C(C1C(C)(C)O)NC(=O)C1=NC(=CC=C1)C(F)(F)F)C=C(N2)C2CCN(CC2)CC2CCNCC2 N-(8-fluoro-7-(2-hydroxypropan-2-yl)-2-(1-(piperidin-4-ylmethyl)piperidin-4-yl)imidazo[1,2-a]pyridin-6-yl)-6-(trifluoromethyl)pyridinecarboxamide